4-(3,6-diazabicyclo[3.1.1]heptan-3-yl)-2-(2,6-dioxopiperidin-3-yl)isoindoline-1,3-dione C12CN(CC(N1)C2)C2=C1C(N(C(C1=CC=C2)=O)C2C(NC(CC2)=O)=O)=O